CN1C=2N(C3=CC=C(C=C3C1=O)C)C=NC2 4,7-dimethylimidazo[1,5-a]quinazolin-5(4H)-one